NC=1N=C(C2=C(N1)N(C=C2)CC(=O)NC2=CC(=NN2CC)C)NC2=CC=C(C=C2)N 2-(2-amino-4-((4-aminophenyl)amino)-7H-pyrrolo[2,3-d]pyrimidin-7-yl)-N-(1-ethyl-3-methyl-1H-pyrazol-5-yl)acetamide